The molecule is an (omega-1)-hydroxy fatty acid ascaroside that is ascr#26 in which the pro-R hydrogen that is beta to the carboxy group is replaced by a hydroxy group. It is a metabolite of the nematode Caenorhabditis elegans. It has a role as a Caenorhabditis elegans metabolite. It is an (omega-1)-hydroxy fatty acid ascaroside, a 3-hydroxy carboxylic acid and a monocarboxylic acid. It derives from an ascr#26 and a (3R,14R)-3,14-dihydroxypentadecanoic acid. It is a conjugate acid of a bhas#26(1-). C[C@H]1[C@@H](C[C@H]([C@@H](O1)O[C@H](C)CCCCCCCCCC[C@H](CC(=O)O)O)O)O